N-((6S,7S)-6-((2-fluoro-[1,1'-biphenyl]-3-yl)methyl)-5-azaspiro[2.4]heptane-7-yl)propane-2-sulfonamide hydrochloride Cl.FC1=C(C=CC=C1C[C@@H]1NCC2(CC2)[C@@H]1NS(=O)(=O)C(C)C)C1=CC=CC=C1